C(CCCCCCCCCCCCCCCC)(=O)OCCCCCCCC\C=C\CCCCCCCC elaidyl margarate